N-(5,6-dimethyl-3-pyridyl)-2-[(2S,5R)-5-methyl-2-(2-oxo-3,4,4a,8a-tetrahydro-1H-quinolin-6-yl)-1-piperidyl]-2-oxo-acetamide CC=1C=C(C=NC1C)NC(C(=O)N1[C@@H](CC[C@H](C1)C)C1=CC2CCC(NC2C=C1)=O)=O